C(C)(=O)OC1=C(C=C(C=C1)CCI)OC(C)=O 4-(2-iodoethyl)-1,2-phenylene diacetate